2,6-di-t-butyl-4-methylphenyl-diphenylamine C(C)(C)(C)C1=C(C(=CC(=C1)C)C(C)(C)C)N(C1=CC=CC=C1)C1=CC=CC=C1